ClC=1C(=CC(=C(C1)NC=1C2=C(N=CN1)C=CC(=N2)OC2CCN(CC2)C(C=C)=O)F)OC=2C=CC1=CN(N=C1C2)C 1-(4-((4-((5-chloro-2-fluoro-4-((2-methyl-2H-indazol-6-yl)oxy)phenyl)amino)pyrido[3,2-d]pyrimidin-6-yl)oxy)piperidin-1-yl)prop-2-en-1-one